(S)-1-(3-chloro-4-(4-(4-fluorobenzo[d]thiazol-2-yl)-4,5,6,7-tetrahydro-1H-imidazo[4,5-c]pyridine-5-carbonyl)-1H-pyrazol-1-yl)propan-2-one ClC1=NN(C=C1C(=O)N1[C@@H](C2=C(CC1)NC=N2)C=2SC1=C(N2)C(=CC=C1)F)CC(C)=O